O1C=CC2=C1C=CC(=C2)C2=C1C(=NN2CC=2C=NC=CC2)CNC1 3-(benzofuran-5-yl)-2-(pyridin-3-ylmethyl)-2,4,5,6-tetrahydropyrrolo[3,4-c]pyrazole